8-bromo-6-nitro-imidazo[1,2-a]pyridine BrC=1C=2N(C=C(C1)[N+](=O)[O-])C=CN2